5-bromomethyl-isophthalic acid methyl ester COC(C1=CC(C(=O)O)=CC(=C1)CBr)=O